tert-Butyl (2R,5S)-2,5-dimethyl-4-(5-(2,2,2-trifluoroethyl)-7H-pyrrolo[2,3-d]pyrimidin-4-yl)piperazine-1-carboxylate C[C@H]1N(C[C@@H](N(C1)C=1C2=C(N=CN1)NC=C2CC(F)(F)F)C)C(=O)OC(C)(C)C